octadecyl-dimethyl-(3-methoxysilyl-propyl)ammonium chloride [Cl-].C(CCCCCCCCCCCCCCCCC)[N+](CCC[SiH2]OC)(C)C